ClC1=C(C=CC=C1NC1=NC=CC(=C1F)CNCC(C)O)C1=NC=CC(=C1C)C1=NC(=C(C=C1)CNCC1CCC(N1)=O)OC 5-((((2'-(2-chloro-3-((3-fluoro-4-(((2-hydroxypropyl)amino)methyl)pyridin-2-yl)amino)phenyl)-6-methoxy-3'-methyl-[2,4'-bipyridin]-5-yl)methyl)amino)methyl)pyrrolidin-2-one